C(CO)(=O)N[C@@H]1[C@H](CC(C(O)=O)(O)O[C@H]1[C@H](O)[C@H](O)CO)O 5-N-glycolylneuraminic acid